nickel-nickel silicate [Si]([O-])([O-])([O-])[O-].[Ni+2].[Ni+2]